(R)-3-(1-(2-(2-methoxyphenyl)-2-((tetrahydro-2H-pyran-4-yl)oxy)ethyl)-5-methyl-6-(oxazol-2-yl)-2,4-dioxo-1,4-dihydrothieno[2,3-d]pyrimidin-3(2H)-yl)benzoic acid COC1=C(C=CC=C1)[C@H](CN1C(N(C(C2=C1SC(=C2C)C=2OC=CN2)=O)C=2C=C(C(=O)O)C=CC2)=O)OC2CCOCC2